C(CCCCC(C)(C)C)(=O)[O-].[K+] potassium neononanoate